1-(5-fluoro-3-methylbenzofuran-2-yl)propan-1-one FC=1C=CC2=C(C(=C(O2)C(CC)=O)C)C1